Methyl ((5-butoxy-4'-((2-(2-hydroxypropan-2-yl)-1H-imidazol-1-yl)methyl)-[1,1'-biphenyl]-2-yl)sulfonyl)carbamate C(CCC)OC=1C=CC(=C(C1)C1=CC=C(C=C1)CN1C(=NC=C1)C(C)(C)O)S(=O)(=O)NC(OC)=O